Anilin-Formaldehyd N(C1=CC=CC=C1)C=O